P(O)(=O)(OP(=O)(O)OP(=O)(O)O)OC[C@@H]1[C@H]([C@H]([C@@H](O1)C1=CN(C(=O)NC1=O)CCC)O)O N1-Propylpseudouridine-5'-Triphosphate